N[C@H](C(=O)N1[C@@H]([C@H]2C([C@H]2C1)(C)C)C(=O)N[C@@H](C[C@H]1C(NC(C1)(C)C)=O)C#N)[C@@H](C)OC1(CC1)C#N (1R,2S,5S)-3-[(2S,3R)-2-amino-3-(1-cyanocyclopropoxy)butanoyl]-N-[(1S)-1-cyano-2-[(3R)-5,5-dimethyl-2-oxo-pyrrolidin-3-yl]ethyl]-6,6-dimethyl-3-azabicyclo[3.1.0]hexane-2-carboxamide